[C@@H]12N(C[C@@H](NC1)C2)C2=CC=CC(=N2)CNC=2C1=C(N=CN2)NC=C1C1CCOCC1 N-((6-((1S,4S)-2,5-diazabicyclo[2.2.1]heptan-2-yl)pyridin-2-yl)methyl)-5-(tetrahydro-2H-pyran-4-yl)-7H-pyrrolo[2,3-d]pyrimidin-4-amine